NC=1C=C(C=CC1)[Si](OC)(OC)C1=CC=CC=C1 m-aminophenylphenyldimethoxysilane